(R)-3-fluoro-4-(2-formyl-7,10-dioxo-6-(4-(trifluoromethyl)benzyl)-2,6,9-triazaspiro[4.5]decan-9-yl)benzonitrile FC=1C=C(C#N)C=CC1N1CC(N([C@@]2(CCN(C2)C=O)C1=O)CC1=CC=C(C=C1)C(F)(F)F)=O